N-{1-[(4S)-7-(3,5-dimethylisoxazol-4-yl)-4-pyridin-2-yl-4,5-dihydroimidazo[1,5,4-de][1,4]benzoxazin-2-yl]azetidin-3-yl}cyclobutanecarboxamide CC1=NOC(=C1C1=CC=C2C=3N([C@H](COC31)C3=NC=CC=C3)C(=N2)N2CC(C2)NC(=O)C2CCC2)C